NC=1C=2N(C=CN1)C(=NC2C2=CC(=C(C=C2)NC(=O)NC2=CC(=C(C=C2)CN2CCN(CC2)C)C(F)(F)F)F)CCOC 1-(4-(8-amino-3-(2-methoxyethyl)imidazo[1,5-a]pyrazin-1-yl)-2-fluorophenyl)-3-(4-((4-methylpiperazin-1-yl)methyl)-3-(trifluoromethyl)phenyl)urea